N1N=CC2=C(C=CC=C12)CN1N=CC2=C(C1=O)N(C1=C2C=NN(C1=O)CC1=C(C=CC=C1)F)C 3-((1H-indazol-4-yl)methyl)-7-(2-fluorobenzyl)-5-methyl-5,7-dihydro-3H-pyrrolo[2,3-d:4,5-d']dipyridazine-4,6-dione